1-((2S*,4R*)-4-amino-2-methyl-3,4-dihydroquinolin-1(2H)-yl)propan-1-one N[C@@H]1C[C@@H](N(C2=CC=CC=C12)C(CC)=O)C |o1:1,3|